5-(4-Acetylpiperazin-1-yl)-2-((8-(4-Acrylamidopyridin-2-yl)quinazolin-2-yl)amino)benzamide C(C)(=O)N1CCN(CC1)C=1C=CC(=C(C(=O)N)C1)NC1=NC2=C(C=CC=C2C=N1)C1=NC=CC(=C1)NC(C=C)=O